(2-fluoro-6-methyl-phenyl)-4,4,5,5-tetramethyl-1,3,2-dioxaborolane FC1=C(C(=CC=C1)C)B1OC(C(O1)(C)C)(C)C